α,α,2,3,6-pentafluoro-benzeneacetic acid FC(C(=O)O)(C1=C(C(=CC=C1F)F)F)F